C(OCC1=CC(=C(C=C1)[N+](=O)[O-])CN1CCN(CC1)C(CON)=O)(OC1=CC=C(C=C1)[N+](=O)[O-])=O 3-((4-(2-(aminooxy)acetyl)piperazin-1-yl)methyl)-4-nitrobenzyl (4-nitrophenyl) carbonate